OC1=C(C=CC(=C1)C(F)(F)F)C1=NN=C(C2=CC=CC=C12)N[C@H]1CN(CCC1)CC(=O)O [(3R)-3-({4-[2-hydroxy-4-(trifluoromethyl)phenyl]phthalazin-1-yl}amino)piperidin-1-yl]acetic acid